CS(=O)(=O)C1=CC(=C(C(=O)NC(=N)N)C=C1S(=O)(=O)C)C N-(4,5-bis-methylsulfonyl-2-methylbenzoyl)guanidine